rac-(2s,4s)-4-fluoro-4-methyl-2-phenyl-piperidine-1-carboxylic acid benzyl ester C(C1=CC=CC=C1)OC(=O)N1[C@@H](C[C@@](CC1)(C)F)C1=CC=CC=C1 |r|